FC(SC1=CC=C(C=C1)N1CC(CC2=CC=CC=C12)NC(C=C)=O)(F)F N-(1-(4-((trifluoromethyl)-thio)phenyl)-1,2,3,4-tetrahydroquinolin-3-yl)acrylamide